ClC1=C2C=CNC2=CC(=C1)NC(NC(C)C1=CC=C(C=C1)CC(C)C)=O 3-(4-chloro-1H-indol-6-yl)-1-{1-[4-(2-methylpropyl)phenyl]ethyl}urea